ClC1=CN=C(S1)C(=O)N[C@H]1C[C@H](C[C@@H](C1)OC)N1C(=NC=2C=NC(=CC21)C2=NNC=N2)C2=C(C=CC=C2)F 5-chloro-N-((1S,3R,5R)-3-(2-(2-fluorophenyl)-6-(1H-1,2,4-triazol-3-yl)-1H-imidazo[4,5-c]pyridin-1-yl)-5-methoxycyclohexyl)thiazole-2-carboxamide